CN1N=CC=2C(NC(=CC21)C(=O)OC)=O methyl 1-methyl-4-oxo-5H-pyrazolo[4,3-C]pyridine-6-carboxylate